6-(5-bromo-2-methyl-1,2,4-triazol-3-yl)-6-azaspiro[2.5]octane BrC=1N=C(N(N1)C)N1CCC2(CC2)CC1